hexamethylene bis(3-(3,5-di-tert.-butyl-4-hydroxyphenyl) propionate) C(C)(C)(C)C=1C=C(C=C(C1O)C(C)(C)C)CCC(=O)OCCCCCCOC(CCC1=CC(=C(C(=C1)C(C)(C)C)O)C(C)(C)C)=O